3,5-dichloropyrazine-dicarboxylic acid ClC1(C(N=CC(=N1)Cl)C(=O)O)C(=O)O